N1(C=NC=C1)C1=CC(=CC(=N1)C(=O)NC1CCN(CC1)S(=O)(=O)C)C(F)(F)F 6-(1H-Imidazol-1-yl)-N-(1-(methylsulfonyl)piperidin-4-yl)-4-(trifluoromethyl)picolinamide